Tert-butyl (2R)-2-[(2R)-2-{[(9H-fluoren-9-ylmethoxy) carbonyl] amino}-3-phenylpropionylamino]-4-methylpentanoate C1=CC=CC=2C3=CC=CC=C3C(C12)COC(=O)N[C@@H](C(=O)N[C@@H](C(=O)OC(C)(C)C)CC(C)C)CC1=CC=CC=C1